C(C)(C)N1N=C(C=C1)C1=C(C2=C(N=C(N=C2NC[C@@H]2CN(CCO2)C)C=2N(C=CN2)C)S1)C |r| rac-6-(1-Isopropyl-1H-pyrazol-3-yl)-5-methyl-2-(1-methyl-1H-imidazol-2-yl)-N-((4-methylmorpholin-2-yl)methyl)thieno[2,3-d]pyrimidin-4-amine